CN(C)CC1COC2(OC1)C[C@@H](N(CC2)C(=O)[C@H](CC(C)C)N2C([C@@H](NCC2)CC(C)C)=O)C (S)-1-[(S)-1-({(S)-3-[(Dimethyl-amino)methyl]-8-methyl-1,5-dioxa-9-aza-9-spiro[5.5]undecyl}carbonyl)-3-methylbutyl]-3-isobutyl-2-piperazinone